C[C@H]1N(CCOC1)C1=NC=2N(C(=C1)C1=CC=C(C=C1)S(=O)(=O)C)N=CC2C2=CC=NN2 (R)-3-methyl-4-(7-(4-(methylsulfonyl)phenyl)-3-(1H-pyrazol-5-yl)pyrazolo[1,5-a]pyrimidin-5-yl)morpholine